imidazolinium laurate Ammonium salt [NH4+].C(CCCCCCCCCCC)(=O)[O-].[NH2+]1C=NCC1.C(CCCCCCCCCCC)(=O)[O-]